2-butyn-1,4-diol C(C#CCO)O